6-(tert-butyl)-10-hydroxy-2-oxo-6,7-dihydro-2H-pyrido[2',1':3,4]pyrazino[1,2-b]indazole-3-carboxylic acid ethyl ester C(C)OC(=O)C=1C(C=C2N(C(CN3N=C4C(=CC=CC4=C32)O)C(C)(C)C)C1)=O